C(#N)C=1C=C(C=CC1)C1=NN2C(N=C(C=C2)CNC(OC(C)(C)C)=O)=C1I tert-butyl N-[[2-(3-cyanophenyl)-3-iodo-pyrazolo[1,5-a]pyrimidin-5-yl]methyl]carbamate